tert-butyl 4-(5-{4-[(methylimino) (methylsulfanyl)methyl]phenyl}-1,3,4-oxadiazol-2-yl)piperidine-1-carboxylate CN=C(C1=CC=C(C=C1)C1=NN=C(O1)C1CCN(CC1)C(=O)OC(C)(C)C)SC